N-(4-hydroxy-3-(2-hydroxynaphthalen-1-yl)phenyl)-4-toluenesulfonamide OC1=C(C=C(C=C1)NS(=O)(=O)C1=CC=C(C)C=C1)C1=C(C=CC2=CC=CC=C12)O